C(#N)[C@H]1CN(CCN1C=1C2=C(N=C(N1)OC[C@H]1N(CCC1)C)CNCC2)C(=O)OC(C)(C)C tert-butyl (R)-3-cyano-4-(2-(((S)-1-methylpyrrolidin-2-yl)methoxy)-5,6,7,8-tetrahydropyrido[3,4-d]pyrimidin-4-yl)piperazine-1-carboxylate